N,N-dimethyl-2-(pyrrolidin-3-yl)acetamide CN(C(CC1CNCC1)=O)C